CC1=CC=C(C=C1)S(=O)(=O)O.ClC=1C=C2C(=CNC2=CC1)C1CCN(CC1)CCC1=CC2=CC=CC=C2C=C1 5-chloro-3-[1-[2-[2-naphthyl]ethyl]-4-piperidinyl]-1H-indole p-toluenesulfonate